ClC=1C=2C(=C(NC2C2=C(C1)CN(S(N2)(=O)=O)CC2=CC(=NC=C2)O)CCCC(=O)OC)Cl methyl 4-(6,7-dichloro-3-((2-hydroxypyridin-4-yl)methyl)-2,2-dioxido-1,3,4,9-tetrahydro-[1,2,6]thiadiazino[4,3-g]indol-8-yl)butanoate